4-cis-cyclohexanedicarboxylic acid C1(CCCCC1)(C(=O)O)C(=O)O